(R)-2-(1-(4-amino-3-(3-fluoro-4-isopropoxyphenyl)-1H-pyrazolo[3,4-d]pyrimidin-1-yl)ethyl)-5-fluoro-3-(3-fluorophenyl)-4H-chromen-4-one 4-methylbenzenesulfonate CC1=CC=C(C=C1)S(=O)(=O)O.NC1=C2C(=NC=N1)N(N=C2C2=CC(=C(C=C2)OC(C)C)F)[C@H](C)C=2OC1=CC=CC(=C1C(C2C2=CC(=CC=C2)F)=O)F